CNC(CCCCC)=O N-methyl-caproamide